2-Cyano-N-ethyl-N-(2-methoxyphenyl)acetamide C(#N)CC(=O)N(C1=C(C=CC=C1)OC)CC